O1CCN(CC1)C1=CC=C(C=C1)NC1=NC=CC(=N1)C1=CC=C(C=C1)NC(=O)[C@H]1NCCC1 (S)-N-(4-(2-((4-morpholinophenyl)amino)pyrimidin-4-yl)phenyl)pyrrolidine-2-carboxamide